aminopropylethylenediamine NCCCNCCN